C(OC(CC(C)(OOC(C)(C)C)C)C)(OC(CC(C)(OOC(C)(C)C)C)C)=O bis[1,3-dimethyl-3-(t-butylperoxy) butyl] carbonate